C(N)(=O)N1C[C@@H](CC1)NC(=O)[C@@H]1CC[C@H]2N1C([C@H](CCCC2)NC(=O)C2=CC1=C(S2)C=CC(=C1)C(F)P(O)(O)=O)=O ((2-(((3S,6S,10aS)-3-(((R)-1-carbamoylpyrrolidin-3-yl)carbamoyl)-5-oxodecahydro-pyrrolo[1,2-a]azocin-6-yl)carbamoyl)benzo[b]thiophen-5-yl)fluoromethyl)phosphonic acid